C(C1=CC=CC=C1)OC=1C=CC2=C(C1)C1(COC1)OC1=CC(=CC=C21)Cl 8-(benzyloxy)-3-chlorospiro[benzo[C]chromene-6,3'-oxetane]